tert-butyl 6-(8-(benzo[d]thiazol-2-ylcarbamoyl)-3,4-dihydroisoquinolin-2(1H)-yl)-3-(3-(3-(1-(2-ethoxy-2-oxoethyl)-4-hydroxypiperidin-4-yl)propoxy)-2-methylphenyl)picolinate S1C(=NC2=C1C=CC=C2)NC(=O)C=2C=CC=C1CCN(CC21)C2=CC=C(C(=N2)C(=O)OC(C)(C)C)C2=C(C(=CC=C2)OCCCC2(CCN(CC2)CC(=O)OCC)O)C